NC1=C2C(=NC=N1)N(N=C2C2=NOC(=C2C2=NC=C(C(=N2)C)N2CCN(CC2)C(=O)OCC2=CC=CC=C2)C2CC2)C(C)C benzyl 4-[2-[3-(4-amino-1-isopropyl-pyrazolo[3,4-d]pyrimidin-3-yl)-5-cyclopropyl-isoxazol-4-yl]-4-methyl-pyrimidin-5-yl]piperazine-1-carboxylate